C(#N)C=1N=CC(=NC1)[C@H](C)NC(CC=1C(NC2=CC(=C(C=C2C1)F)F)=O)=O (S)-N-(1-(5-cyanopyrazin-2-yl)ethyl)-2-(6,7-difluoro-2-oxo-1,2-dihydroquinolin-3-yl)acetamide